3,5-dihydroxyl-2,4,6-trinitrofluorobenzene OC=1C(=C(C(=C(C1[N+](=O)[O-])O)[N+](=O)[O-])F)[N+](=O)[O-]